NC=1C(=C(OC(C)OC2=C(C(=CC=C2)N)CCCCCCCCCCCCCCC)C=CC1)CCCCCCCCCCCCCCC bis-(amino-pentadecyl-phenoxy)-ethane